2-methacryloylthio-n-propylthio-5-methylthio-1,3,4-thiadiazole C(C(=C)C)(=O)SC(CSC=1SC(=NN1)SC)C